monophthaloyl phosphite P1(OC(C=2C(C(=O)O1)=CC=CC2)=O)[O-]